5-ethyl-1,3,4-thiadiazol-2-amine C(C)C1=NN=C(S1)N